azepan-4-sulfonamide N1CCC(CCC1)S(=O)(=O)N